ethyl-3,3-diethoxycyclobutan C(C)C1CC(C1)(OCC)OCC